FC=1C=C(C=C(C1)OC(C)C)N1CCC2=C(CC1)C=C(C=C2)CCC(=O)O 3-(3-(3-fluoro-5-isopropoxyphenyl)-2,3,4,5-tetrahydro-1H-benzo[d]azepin-7-yl)propionic acid